C(CCC)C=1N(C(=C(C(N1)=O)S(=O)(=O)C1=CC=C(C=C1)C1=CC=C(C=C1)F)O)C1=C(C=CC=C1OC)OC 2-butyl-1-(2,6-dimethoxyphenyl)-5-((4'-fluoro-[1,1'-biphenyl]-4-yl)sulfonyl)-6-hydroxypyrimidin-4(1H)-one